C(C1=CC=CC=C1)OCCN1CC2=CC=CC=C2C(C1)NC(=O)C=1C(NC(=CC1)C(F)(F)F)=O N-(2-(2-(benzyloxy)ethyl)-1,2,3,4-tetrahydroisoquinolin-4-yl)-2-oxo-6-(trifluoromethyl)-1,2-dihydropyridine-3-carboxamide